CNC1=NC=CN=C1N N2-methylpyrazine-2,3-diamine